2-methyl-5-(pyridin-3-yl)-7-(pyrrolidin-1-yl)-1H-indole CC=1NC2=C(C=C(C=C2C1)C=1C=NC=CC1)N1CCCC1